COC=1C(=C2C=CNC2=C(C1)C)CN1[C@H](C[C@@H](CC1)N1N=CC=C1)C1=CC=C(C(=O)O)C=C1 |r| (+-)-trans-4-(1-((5-methoxy-7-methyl-1H-indol-4-yl)methyl)-4-(1H-pyrazol-1-yl)piperidin-2-yl)benzoic acid